CC1=NC(=CC=C1CN1CC2(C1)CN(C2)S(=O)(=O)C=2C(=NC(=CC2)C(F)(F)F)C)C 2-((2,6-dimethylpyridin-3-yl)methyl)-6-((2-methyl-6-(trifluoromethyl)pyridin-3-yl)sulfonyl)-2,6-diazaspiro[3.3]heptane